C(C)(C)(C)OC(=O)N[C@@H](CC(=O)O)CC1=CC=CC=C1 (R)-3-tert-butoxycarbonylamino-4-phenylbutyric acid